FC(C=1C=NC(=NC1)C1=NN2C(CN(CC2)C(=O)OC(C)(C)C)=N1)(F)F Tert-butyl 2-(5-(trifluoromethyl) pyrimidin-2-yl)-5,6-dihydro-[1,2,4]triazolo[1,5-a]pyrazine-7(8H)-carboxylate